FC(COC1=NC=NC(=C1C(=O)O)OCC(F)(F)F)(F)F 4,6-bis(2,2,2-trifluoroethoxy)pyrimidine-5-carboxylic acid